C(C1=CC=CC=C1)OC1=C(C=C(C=C1)C(C)=O)[N+](=O)[O-] 1-(4-benzyloxy-3-nitrophenyl)-ethanone